FC1=C(C(=CC=C1NC1CCOCC1)N)N 3-Fluoro-N4-(tetrahydropyran-4-yl)-benzene-1,2,4-triamine